Cl.COC1=C(C=CC(=C1)CNC(CCCC\C=C\C(C)C)=O)C(N(CCC)CC)C(=O)O (E)-2-methoxy-4-((8-methylnon-6-enamido)methyl)phenyl-N-ethyl-N-propylglycine hydrochloride